1-methyl-7-(1-methyl-1H-pyrazol-4-yl)-5-(4-(trifluoromethyl)phenyl)-1,5-dihydro-4H-imidazo[4,5-c]pyridin-4-one tosylate S(=O)(=O)(O)C1=CC=C(C)C=C1.CN1C=NC=2C(N(C=C(C21)C=2C=NN(C2)C)C2=CC=C(C=C2)C(F)(F)F)=O